FC=1C=C(CC=2C=C3C(=NNC3=CC2)NC(C2=C(C=C(C=C2)N2CCN(CC2)C2CCN(CC2)CC2=CC(=CC=C2)N2C(NC(CC2)=O)=O)NC2CCOCC2)=O)C=C(C1)F N-(5-(3,5-difluorobenzyl)-1H-indazol-3-yl)-4-(4-(1-(3-(2,4-dioxotetrahydropyrimidin-1(2H)-yl)benzyl)piperidin-4-yl)piperazin-1-yl)-2-((tetrahydro-2H-pyran-4-yl)amino)benzamide